(S)-1-isopropoxy-1-oxopropan-2-yl 3-oxobutanoate O=C(CC(=O)O[C@H](C(=O)OC(C)C)C)C